C(C)(C)NCCOC1=NC=CC=C1 2-(2-(isopropylamino)ethoxyl)pyridin